2a,3,4,5-tetrahydroacenaphthene C1CC2CCCC3=CC=CC1=C23